tungsten trioxide platinum [Pt].[W](=O)(=O)=O